tert-butyl (R)-6-(2-(3-(3-((4-(1H-pyrazol-4-yl)benzyl)(cyclopropyl)carbamoyl) piperidin-1-yl)phenoxy)-2-methylpropanoyl)-2,6-diazaspiro[3.3]heptane-2-carboxylate N1N=CC(=C1)C1=CC=C(CN(C(=O)[C@H]2CN(CCC2)C=2C=C(OC(C(=O)N3CC4(CN(C4)C(=O)OC(C)(C)C)C3)(C)C)C=CC2)C2CC2)C=C1